(S)-N-(2,6-dioxopiperidin-3-yl)-2-(2-oxoindolin-5-yl)acetamide O=C1NC(CC[C@@H]1NC(CC=1C=C2CC(NC2=CC1)=O)=O)=O